4-(((1R)-1-(2-fluoro-3-(1,1,3-trifluoro-2-hydroxy-2-methylpropyl)phenyl)ethyl)amino)-2,6,8,8-tetramethyl-6H-[1,4]oxazino[3,2-g]quinazolin-7(8H)-one FC1=C(C=CC=C1C(C(CF)(C)O)(F)F)[C@@H](C)NC1=NC(=NC2=CC3=C(C=C12)N(C(C(O3)(C)C)=O)C)C